CCS[C@H]1[C@@H]([C@H]([C@H]2[C@H](O1)COC(O2)C3=CC=CC=C3)O)O Ethyl 4,6-O-benzylidene-1-thio-β-D-glucopyranoside